5-(2-((3,4-difluorophenyl)amino)-2-oxoacetyl)-1,2,4-trimethyl-N-(3,4,5-trifluorophenyl)-1H-pyrrole-3-carboxamide FC=1C=C(C=CC1F)NC(C(=O)C1=C(C(=C(N1C)C)C(=O)NC1=CC(=C(C(=C1)F)F)F)C)=O